C(C)(C)(C)OC(=O)N1CCN(CC1)C=1OC2=C(C=C(C=C2C(C1)=O)C)C(C)NC1=C(C(=O)O)C=CC=C1 2-[1-[2-(4-tert-Butoxycarbonylpiperazin-1-yl)-6-methyl-4-oxo-chromen-8-yl]ethylamino]benzoic acid